((6-(2-Chloro-6-methyl-7H-pyrrolo[2,3-d]pyrimidin-7-yl)pyridin-2-yl)imino)dimethyl-λ6-sulfanone ClC=1N=CC2=C(N1)N(C(=C2)C)C2=CC=CC(=N2)N=S(=O)(C)C